2,2-bis-(3-chloro-4-hydroxyphenyl)propane ClC=1C=C(C=CC1O)C(C)(C)C1=CC(=C(C=C1)O)Cl